C(#N)C=1C2=C(N(N=C2C=C(C1)C=1C=NN(C1)CCC(C)(C)O)C)C1=CC(=C(C(=O)N[C@H]2C(C2)(F)F)C(=C1)OC)OC(F)F 4-[4-cyano-6-[1-(3-hydroxy-3-methylbutyl)pyrazol-4-yl]-2-methylindazol-3-yl]-N-[(1R)-2,2-difluorocyclopropyl]-2-(difluoromethoxy)-6-methoxybenzamide